C(#N)C=1C=CC(=C(C(=O)NC2=CC=C3C=NN(C3=C2)C=2C=NN(C2)C)C1)F 5-Cyano-2-fluoro-N-(1-(1-methyl-1H-pyrazol-4-yl)-1H-indazol-6-yl)benzamide